FC(C1=NN(C=C1[N+](=O)[O-])C1CC(C1)CO)F [3-[3-(Difluoromethyl)-4-nitro-pyrazol-1-yl]cyclobutyl]methanol